4-(4-(3-amino-3-(hydroxymethyl)azetidin-1-yl)-6-methylquinazolin-2-yl)-1-(cyclopropylimino)-2,3,4,5-tetrahydro-benzo[f][1,4]thiazepine NC1(CN(C1)C1=NC(=NC2=CC=C(C=C12)C)N1CCS(C2=C(C1)C=CC=C2)=NC2CC2)CO